ClC=1C=C(C=CC1Cl)C(=O)N1CC=2C(=NN3C2C=2C(CC(C3)CO)=CON2)CC1 (3,4-Dichlorophenyl)[5-(hydroxymethyl)-5,6,9,10-tetrahydro-4H-[1,2]oxazolo[3,4-c]pyrido-[4',3':3,4]pyrazolo[1,5-a]azepin-11(12H)-yl]methanone